4-amino-3-isopropyl-1H-1,2,4-triazole NN1C(=NNC1)C(C)C